2-[3-(3,4-Dimethoxyphenyl)prop-2-enoyl]benzoic acid COC=1C=C(C=CC1OC)C=CC(=O)C1=C(C(=O)O)C=CC=C1